methoxy-2-(N,N-dipropylamino)methyltetralin COC1C(CCC2=CC=CC=C12)CN(CCC)CCC